(7-(trifluoromethyl)imidazo[1,2-a]pyridin-3-yl)methanone FC(C1=CC=2N(C=C1)C(=CN2)C=O)(F)F